N-(5-(3,5-difluorobenzyl)-1H-indazol-3-yl)-4-(4-(1-((2-(2,6-dioxopiperidin-3-yl)-3-oxoisoindolin-5-yl)methyl)piperidin-3-yl)piperazin-1-yl)-2-((tetrahydro-2H-pyran-4-yl)amino)benzamide FC=1C=C(CC=2C=C3C(=NNC3=CC2)NC(C2=C(C=C(C=C2)N2CCN(CC2)C2CN(CCC2)CC=2C=C3C(N(CC3=CC2)C2C(NC(CC2)=O)=O)=O)NC2CCOCC2)=O)C=C(C1)F